C(C1=CC=CC=C1)N1[C@@H]2CN[C@](C1=O)(C2)CO (1S,4R)-2-Benzyl-4-(hydroxymethyl)-2,5-diazabicyclo[2.2.1]heptan-3-one